{4-[(methylamino)methyl]oxan-4-yl}methanol CNCC1(CCOCC1)CO